NC1=C(C=2C(=NC=C(C2S1)F)C=1C2=C(C=3C=NC(=NC3C1F)N1C[C@@H]3CNC[C@@H]3C1)COC2)C#N 2-Amino-7-fluoro-4-(5-fluoro-3-((3aR,6aS)-hexahydropyrrolo[3,4-c]pyrrol-2(1H)-yl)-7,9-dihydrofuro[3,4-f]quinazolin-6-yl)thieno[3,2-c]pyridine-3-carbonitrile